N1N=CCC1=O 1H-pyrazole-5(4H)-on